3-[(1,1-dioxotetrahydro-2H-thiopyran-4-yl)oxy]-5-(5-methyl-1,3-thiazol-2-yl)benzoic acid O=S1(CCC(CC1)OC=1C=C(C(=O)O)C=C(C1)C=1SC(=CN1)C)=O